ONC(C1=C(C=CC=C1)OC)=N N-hydroxy-2-methoxy-benzamidine